5-((6-(2-chloro-4-fluorophenyl)-5-(methoxycarbonyl)-2-(thiazol-2-yl)-1,4-dihydropyrimidin-4-yl)methyl)-5-azaspiro[2.4]heptane-6-carboxylic acid ClC1=C(C=CC(=C1)F)C1=C(C(N=C(N1)C=1SC=CN1)CN1CC2(CC2)CC1C(=O)O)C(=O)OC